C(C)(C)(C)OC(=O)N1CCN(CC1)C1=C2N=C(N(C2=NC=N1)C)C=1C=NC(=C(C1)NS(=O)(=O)C1=C(C=C(C=C1)F)F)OC 4-(8-(5-((2,4-difluorophenyl)sulfonamido)-6-methoxypyridine-3-yl)-9-methyl-9H-purin-6-yl)piperazine-1-carboxylic acid tert-butyl ester